OC1=CC=C(C=C1)C(C)(C)C1=C(C=CC=C1)O 2-(4'-hydroxyphenyl)-2-(2'-hydroxyphenyl)propane